N-[6-(2,2-difluoroethoxy)-5-fluoro-2-methoxy-3-pyridyl]-5-(dimethylamino)naphthalene-1-sulfonamide FC(COC1=C(C=C(C(=N1)OC)NS(=O)(=O)C1=CC=CC2=C(C=CC=C12)N(C)C)F)F